(phenyl)thianthrenium hexafluorophosphate F[P-](F)(F)(F)(F)F.C1(=CC=CC=C1)C1=CC=CC=2[SH+]C3=CC=CC=C3SC12